C(C)(=O)NC1=CC(=C(C=C1)NC(C(F)(F)F)=O)Br N-(4-acetamido-2-bromophenyl)-2,2,2-trifluoroacetamide